N(C(=N)N)CCC(=O)NC(=N)[C@H]1N2C(N([C@H](CC1)C2)O)=O 3-guanidino-N-(((2S,5R)-6-hydroxy-7-oxo-1,6-diazabicyclo[3.2.1]octan-2-yl)(imino)methyl)propanamide